(R and S)-2-(1-cyclopropyl-2-hydroxy-2-methylpropyl)-6-fluoro-7-iodoisoindolin-1-one C1(CC1)[C@H](C(C)(C)O)N1C(C2=C(C(=CC=C2C1)F)I)=O |r|